(2-(3-chloro-2-hydroxy-phenyl)-6a-ethyl-5,6,6a,7,9,10-hexahydro-8H-pyrazino[1',2':4,5]-pyrazino[2,3-c]pyridazin-8-yl)((2R,6R)-2,6-dimethylpiperazin-1-yl)-methanone ClC=1C(=C(C=CC1)C=1C=C2C(=NN1)NCC1(N2CCN(C1)C(=O)N1[C@@H](CNC[C@H]1C)C)CC)O